[1-[4-[3-amino-6-(2-hydroxyphenyl)pyridazin-4-yl]pyrazol-1-yl]ethyl]piperidine-1-carboxylic acid tert-butyl ester C(C)(C)(C)OC(=O)N1C(CCCC1)C(C)N1N=CC(=C1)C1=C(N=NC(=C1)C1=C(C=CC=C1)O)N